N-(2-chloro-4-(trifluoromethyl)phenyl)-1-(4-((3-((2-(2,6-dioxopiperidin-3-yl)-1-oxoisoindoline-5-yl)ethynyl)azetidin-1-yl)methyl)-1H-pyrazol-1-yl)cyclobutane-1-carboxamide ClC1=C(C=CC(=C1)C(F)(F)F)NC(=O)C1(CCC1)N1N=CC(=C1)CN1CC(C1)C#CC=1C=C2CN(C(C2=CC1)=O)C1C(NC(CC1)=O)=O